tert-butyl 4-(1,3,4-thiadiazol-2-yl)piperazine-1-carboxylate 4-(1,3,4-thiadiazol-2-yl)piperazine-1-carboxylate S1C(=NN=C1)N1CCN(CC1)C(=O)O.S1C(=NN=C1)N1CCN(CC1)C(=O)OC(C)(C)C